FC(CN1N=C(C=2C1=NC(=CN2)N2CC1(CC2)CN(CC1)C=1C=NC(=NC1)C(F)(F)F)C)F 2-[1-(2,2-difluoroethyl)-3-methyl-1H-pyrazolo[3,4-b]pyrazin-6-yl]-7-[2-(trifluoromethyl)pyrimidin-5-yl]-2,7-diazaspiro[4.4]nonane